(S)-tert-butyl 4-(3'-(3-chloro-2-(methoxycarbonyl)phenoxy)-5'-cyclopropyl-[3,4'-bipyridyl]-6-yl)-2-methylpiperazine-1-carboxylate ClC=1C(=C(OC=2C=NC=C(C2C=2C=NC(=CC2)N2C[C@@H](N(CC2)C(=O)OC(C)(C)C)C)C2CC2)C=CC1)C(=O)OC